ClC1=CC(=C2C(=N1)N(N=C2N)C)I 6-chloro-4-iodo-1-methyl-1H-pyrazolo[3,4-b]pyridin-3-amine